undecyl 2,2-dimethyl-4,11-dioxo-8-(3-oxo-3-((6-oxo-6-(undecyloxy) hexyl) amino) propyl)-3-oxa-5,8,12-triazaoctadecan-18-oate CC(C)(OC(NCCN(CCC(NCCCCCC(=O)OCCCCCCCCCCC)=O)CCC(NCCCCCC(OCCCCCCCCCCC)=O)=O)=O)C